water Sodium [Na].O